N(N)C(=O)OC hydrazinecarboxylic acid, methyl ester